3-((13-(triisopropylsilyl)tridecyl)oxy)propyl hydrogen ((((R)-1-(6-amino-9H-purin-9-yl)propan-2-yl)oxy)methyl)phosphonate NC1=C2N=CN(C2=NC=N1)C[C@@H](C)OCP(OCCCOCCCCCCCCCCCCC[Si](C(C)C)(C(C)C)C(C)C)(O)=O